C(CCCCCCCCCCCCCCC(C)C)(=O)[O-].C(CCC)[NH3+] n-butylammonium isostearate